CC1=CC=C(C=C1)C1(C2=CC(=CC=C2C=2C=CC(=CC12)N)N)C1=CC=C(C=C1)C 9,9-bis(4-methylphenyl)-2,7-diaminofluorene